CN(CCN(C=O)C1(CCCCC1)NC(CCCC1=CC=C(C=C1)CC1=C(C=CC(=C1)[C@@H]1O[C@@H]([C@H]([C@@H]([C@H]1O)O)O)CC)C)=O)C N-(2-dimethylaminoethyl)-1-[4-[4-[[5-[(2S,3R,4S,5S,6R)-6-ethyl-3,4,5-trihydroxy-tetrahydropyran-2-yl]-2-methyl-phenyl]methyl]phenyl]butyrylamino]cyclohexyl-formamide